BrC1=C(SC(=C1)C1=CC(=CC(=C1)OC)OC)C1=CC(=CC(=C1)OC)OC 3-bromo-2,5-bis(3,5-dimethoxyphenyl)thiophene